ClC1=CC=C(CNC(=O)[C@H]2NCCN(C2)C=2C=3C(N=CN2)=NN(C3)C3=CC=C(C=C3)C)C=C1 (S)-N-(4-chlorobenzyl)-4-(2-(p-tolyl)-2H-pyrazolo[3,4-d]pyrimidin-4-yl)piperazine-2-carboxamide